(morpholine-4-carbonyl)pyridin N1(CCOCC1)C(=O)C1=NC=CC=C1